COC(=O)C1NCC(CC1)C1=CC=C(C=C1)C(F)(F)F 5-(4-(trifluoromethyl)phenyl)piperidine-2-carboxylic acid methyl ester